COCOC=1C(=CC2=C(N=C(O2)C)C1)C1=CN=C(N=N1)N1CC(CC1)CNC1CC1 N-[(1-{6-[5-(methoxymethoxy)-2-methyl-1,3-benzoxazol-6-yl]-1,2,4-triazin-3-yl}pyrrolidin-3-yl)methyl]cyclopropanamine